C(C)NC1CCN(CC1)C=1C2=CN(N=C2C(=CC1)C(=O)NC=1N=C2N(C=C(N=C2CC(=O)NC)C)C1)C 4-[4-(ethylamino)-1-piperidyl]-2-methyl-N-[6-methyl-8-[2-(methylamino)-2-oxo-ethyl]imidazo[1,2-a]pyrazin-2-yl]indazole-7-carboxamide